5-(2,4-dimethylbenzyl)-3-{3-[3-(1-fluorocyclopropyl)phenoxy]-6-methylpyridazin-4-yl}-5,6-dihydro-4H-1,2,4-oxadiazine CC1=C(CC2NC(=NOC2)C2=C(N=NC(=C2)C)OC2=CC(=CC=C2)C2(CC2)F)C=CC(=C1)C